[NH+]1=C(C=CC=C1C#N)C#N 2,6-pyridiniumdicarbonitrile